C(C)OC1=CC=C(C=C1)C(C)C p-ethoxyphenyldimethylmethan